[Po] The molecule is a radioactive metallic element discovered in 1898 by Marie Sklodowska Curie and named after her home country, Poland (Latin Polonia). It is a chalcogen and a metal atom.